FC1(CC(C1)CCCC1=NC2=C(N1C(=O)N)C=CC=C2N2CCN(CC2)C)F (3-(3,3-Difluorocyclobutyl)propyl)-4-(4-methylpiperazin-1-yl)-1H-benzo[d]imidazole-1-carboxamide